1-(2-(7-Bromo-5-methyl-3,4-dihydroisoquinolin-2(1H)-yl)ethyl)-4-methylpiperidin-4-ol BrC1=CC(=C2CCN(CC2=C1)CCN1CCC(CC1)(O)C)C